C12CN(CC(O1)C2)C2=C(C=NC=1NC3=C(C=C(C(=C3C12)F)F)NC)C=1C=C2C(C(=CN(C2=NC1)CC)C(=O)O)=O 6-(4-(6-oxa-3-azabicyclo[3.1.1]hept-3-yl)-5,6-difluoro-8-(methylamino)-9H-pyrido[2,3-b]indol-3-yl)-1-ethyl-4-oxo-1,4-dihydro-1,8-naphthyridine-3-carboxylic acid